gamma-glycidoxypropyl-methoxyethoxydiisopropylsilane C(C1CO1)OCCC[Si](C(C)C)(C(C)C)OCCOC